O=C1NC(CCC1C1=NC=CC(=C1F)C1=CC=C(CNC(OC(C)(C)C)=O)C=C1)=O tert-butyl (4-(2-(2,6-dioxopiperidin-3-yl)-3-fluoropyridin-4-yl)benzyl)carbamate